Cl.ClC=1C=C(CN2CCC(CC2)N)C=CC1OCCOC 1-(3-chloro-4-(2-methoxyethoxy)benzyl)piperidin-4-amine hydrochloride